D-galactose-d O=C([C@H](O)[C@@H](O)[C@@H](O)[C@H](O)CO)[2H]